(R)-N-ethyl-2-isobutyryl-N-(1-phenylethyl)-1,2,3,4-tetrahydroisoquinoline-6-sulfonamide C(C)N(S(=O)(=O)C=1C=C2CCN(CC2=CC1)C(C(C)C)=O)[C@H](C)C1=CC=CC=C1